CC=1C=C(C=CC1)N 3-methylbenzenamine